N-(6-methylpyridin-2-yl)-2-(trifluoromethyl)benzamide hydrochloride Cl.CC1=CC=CC(=N1)NC(C1=C(C=CC=C1)C(F)(F)F)=O